C1(CC1)[C@H](C1=CC=2N(N=C1)C=C(N2)[C@@H](NC(=O)[C@@H]2[C@H](C2)C(F)(F)F)C2CCC(CC2)(F)F)NC(CCC(F)(F)F)=O |o1:17,18| (Trans-1S*,2S*)-N-((S)-(7-((R)-Cyclopropyl(4,4,4-trifluorobutanamido)methyl)imidazo[1,2-b]pyridazin-2-yl)(4,4-difluorocyclohexyl)methyl)-2-(trifluoromethyl)cyclopropane-1-carboxamide